FC1=CC=C(C=C1)C=1NC2=CC=C(C=C2C1CCNC(OC(C)(C)C)=O)OC tert-butyl N-[2-[2-(4-fluorophenyl)-5-methoxy-1H-indol-3-yl]ethyl]carbamate